N1(CCCCC1)C(=O)OOCC1CCC(CC1)NC(=O)OC(C)(C)C (((1r,4r)-4-((tert-butoxycarbonyl) amino) cyclohexyl) methoxy) piperidine-1-carboxylate